N-(2-cyano-3-methoxyallyl)formamide C(#N)C(CNC=O)=COC